ClC1NC2=C(N=C1)N(C=C2I)C(C2=CC=CC=C2)(C2=CC=CC=C2)C2=CC=CC=C2 2-chloro-7-iodo-5-trityl-1H-pyrrolo[2,3-b]pyrazine